3-[4-[7-(4-ethyl-1,2,4-triazol-3-yl)imidazo[1,5-a]pyridin-5-yl]oxyphenoxy]propyl 4-methylbenzenesulfonate CC1=CC=C(C=C1)S(=O)(=O)OCCCOC1=CC=C(C=C1)OC1=CC(=CC=2N1C=NC2)C2=NN=CN2CC